(exo)-N,1,5-trimethyl-N-[6-[4-(1H-pyrazol-4-yl)-1,3-benzothiazol-7-yl]pyridazin-3-yl]-8-azabicyclo[3.2.1]octan-3-amine CN(C1CC2(CCC(C1)(N2)C)C)C=2N=NC(=CC2)C2=CC=C(C=1N=CSC12)C=1C=NNC1